Cl.COC1=CC=C(C=C1)C1C(CNCC1C)COC=1C=C(C#N)C=CC1 3-{[(+/-)-trans,trans-4-(4-Methoxyphenyl)-5-methylpiperidin-3-yl]methoxy}benzonitrile Hydrochloride